N=1C=CN2C1C=C(C=C2)C2=C(C=CC(=N2)C#N)C2=CN=C(O2)CC(C)(C)C 6-(Imidazo[1,2-a]pyridin-7-yl)-5-(2-neopentyloxazol-5-yl)picolinonitril